(3-(1-aminocyclobutyl)benzyl)-2-thiocarbonyl-1,2,3,5-tetrahydro-4H-pyrrolo[3,2-d]pyrimidin-4-one NC1(CCC1)C=1C=C(CN2C(NC(C3=C2C=CN3)=O)=C=S)C=CC1